Cl.N[C@H](C(=O)OC(C)(C)OC(C(CC(=O)O)N)=O)CC(=O)O O1-(propane-2,2-diyl) (2S,2'S)-bis(2-aminosuccinate) hydrochloride